(5-bromo-3-(vinylsulfinyl)pyridin-2-yl)methanol BrC=1C=C(C(=NC1)CO)S(=O)C=C